N-(3-(tert-butyl)-1H-pyrazol-5-yl)-2-(4-(5-(1-methyl-1H-pyrazol-4-yl)-1H-benzo[d]imidazol-1-yl)phenyl)acetamide C(C)(C)(C)C1=NNC(=C1)NC(CC1=CC=C(C=C1)N1C=NC2=C1C=CC(=C2)C=2C=NN(C2)C)=O